(R)-4'-(4-aminopiperidin-1-yl)-N-((5-fluoro-2-hydroxyphenyl)(1H-indol-2-yl)methyl)-5-(methylthio)-[1,1'-biphenyl]-3-carboxamide NC1CCN(CC1)C1=CC=C(C=C1)C1=CC(=CC(=C1)SC)C(=O)N[C@@H](C=1NC2=CC=CC=C2C1)C1=C(C=CC(=C1)F)O